C(#N)C1(CC(C1)=N[S@](=O)C(C)(C)C)C (R)-N-(3-cyano-3-methylcyclobutylidene)-2-methylpropane-2-sulfinamide